FC1=C(C(=NC(=N1)C1=CN=CS1)OC)C(F)(F)F 6-fluoro-4-methoxy-2-(5-thiazolyl)-5-(trifluoromethyl)pyrimidine